ClC1=C(C=C(C=C1)F)C1C2=C(CC(NC1)=C=O)C=C(C=C2NC(C2=CC(=CC(=C2)C(F)(F)F)F)=O)C=2SC=CN2 N-(5-(2-chloro-5-fluorophenyl)-2-carbonyl-8-(thiazol-2-yl)-2,3,4,5-tetrahydro-1H-benzo[d]azepin-6-yl)-3-fluoro-5-(trifluoromethyl)benzamide